C(C1=CC=CC=C1)OC1[C@H](NC(CCC)=O)[C@@H](OCC2=CC=CC=C2)[C@H](O)[C@H](O1)CO[Si](C)(C)C 1,3-di-O-benzyl-2-N-butyryl-6-O-trimethylsilyl-D-glucosamine